N[C@H](C(=O)NCCCC[C@@H](C(=O)OC(C)(C)C)NC(=O)N[C@@H](CCC(=O)OC(C)(C)C)C(=O)OC(C)(C)C)CC1=C(C=CC=C1)I di-tert-butyl (((S)-6-((S)-2-amino-3-(2-iodophenyl)propanamido)-1-(tert-butoxy)-1-oxohexan-2-yl)carbamoyl)-L-glutamate